1-(2'-mercaptopropylthio)-2,3-dimercaptopropane SC(CSCC(CS)S)C